FC=1C=C(C=CC1OC1=CC=NC2=CC=CN=C12)NC(=O)C=1C(N(C=CC1)C1=CC=C(C=C1)F)=O N-[3-fluoro-4-(1,5-naphthyridin-4-yloxy)phenyl]-1-(4-fluorophenyl)-2-oxopyridine-3-carboxamide